N1C=CC=2C(=CC=CC12)CC(=O)O 4-indoleacetic acid